CN(C=1SC2=C(N1)C(OC=1C=C(C=CC12)C=1C=NNC1)C)C1CC(NC(C1)(C)C)(C)C N,4-dimethyl-7-(1H-pyrazol-4-yl)-N-(2,2,6,6-tetramethylpiperidin-4-yl)-4H-chromeno[3,4-d]thiazol-2-amine